N-(2-(dimethylamino)ethyl)-N-methyl-1H-indazole-5-carboxamide CN(CCN(C(=O)C=1C=C2C=NNC2=CC1)C)C